C(C)(C)(C)C1N=C(C2=CC=CC(=C2C1)OCC1CCN(CC1)C(=O)OCC1=CC=CC=C1)C tert-butyl-5-((1-((benzyloxy)carbonyl)piperidin-4-yl)methoxy)-1-methyl-3,4-dihydroisoquinoline